Methyl 5-(5-bromothiazol-2-yl)-2-methyl-2H-1,2,6-thiadiazine-3-carboxylate 1,1-dioxide BrC1=CN=C(S1)C=1C=C(N(S(N1)(=O)=O)C)C(=O)OC